C(#N)[C@@H](C(=O)N1CC2(CC2)[C@@H]([C@@H]1CC=1C(=C(C=CC1)C1=CC(=CC(=C1)F)F)F)NS(=O)(=O)CF)C N-((6S,7S)-5-((S)-2-cyanopropanoyl)-6-((2,3',5'-trifluoro-[1,1'-biphenyl]-3-yl)methyl)-5-azaspiro[2.4]heptan-7-yl)-1-fluoromethanesulfonamide